OC1CCC(CC1)NC(C1=CC(=CC=C1)CN1C(C2=CC=C(C=C2C=C1)C=1C(=NOC1)C)=O)=O N-((1R,4R)-4-Hydroxycyclohexyl)-3-((6-(3-methylisoxazol-4-yl)-1-oxoisoquinolin-2(1H)-yl)methyl)benzamide